ClC=1C=CC(=NC1)C1(OC2=C(O1)C=CC=C2C2=CC(=C(C=C2F)CC=2N(C1=C(N2)C=CC(=C1)C(=O)O)CCOC)F)C 2-[[4-[2-(5-Chloro-2-pyridinyl)-2-methyl-1,3-benzodioxol-4-yl]-2,5-difluoro-phenyl]methyl]-3-(2-methoxyethyl)benzimidazole-5-carboxylic acid